C(C)(C)(C)OC(=O)NC(C(=O)O)C(C)C 2-((tert-butoxycarbonyl)amino)-3-methylbutanoic acid